3-[4-[[2-[4-[4-(dimethylamino)-1-piperidyl]anilino]pyrimidin-4-yl]amino]pyrimidin-2-yl]-4-methyl-phenol CN(C1CCN(CC1)C1=CC=C(NC2=NC=CC(=N2)NC2=NC(=NC=C2)C=2C=C(C=CC2C)O)C=C1)C